6-isopropyl-5-(8-methoxy-[1,2,4]triazolo[1,5-a]pyridin-6-yl)-1-(1-(tetrahydrofuran-3-yl)piperidin-4-yl)-1,3-dihydro-2H-benzo[d]imidazol-2-one C(C)(C)C=1C(=CC2=C(N(C(N2)=O)C2CCN(CC2)C2COCC2)C1)C=1C=C(C=2N(C1)N=CN2)OC